ClC1=CC2=C(C=N1)C1(CN2C2=CC(=NC(=N2)C(C)(F)F)NC)CC1 6-(6'-chlorospiro[cyclopropane-1,3'-pyrrolo[3,2-c]pyridin]-1'(2'H)-yl)-2-(1,1-difluoroethyl)-N-methylpyrimidin-4-amine